chromium (iii) nicotinate C(C1=CN=CC=C1)(=O)[O-].[Cr+3].C(C1=CN=CC=C1)(=O)[O-].C(C1=CN=CC=C1)(=O)[O-]